benzyl (2-{(1r,4r)-4-[5-(5-oxo-4,5-dihydro-1,3,4-oxadiazol-2-yl)-2-(trifluoromethyl)anilino]cyclohexyl}ethyl)carbamate O=C1NN=C(O1)C=1C=CC(=C(NC2CCC(CC2)CCNC(OCC2=CC=CC=C2)=O)C1)C(F)(F)F